N1=CC(=CC=C1)C1=CC2=C(N=CN(C2=O)CC(C(F)(F)F)O)C(=N1)C=1C=NC=CC1 6,8-di(pyridin-3-yl)-3-(3,3,3-trifluoro-2-hydroxypropyl)pyrido[3,4-d]pyrimidin-4(3H)-one